O=C(CN1CCC(CC1)NC1=C2C=CC=NC2=C(C=C1)C(=O)NC1=CC=NC=C1)N1[C@@H](C[C@@H](C1)F)C#N 5-[[1-[2-Oxo-2-[(2S,4S)-2-cyano-4-fluoro-pyrrolidin-1-yl]ethyl]-4-piperidyl]amino]-N-(4-pyridyl)chinolin-8-carboxamid